ClC1=C(C=C(C=C1)F)C1NC(C2=C1C(=CC1=C(N(N=C21)C)C(C(F)(F)F)O)C2=C(C(=O)N)C=C(C=C2F)C(F)(F)F)=O (6-(2-chloro-5-fluorophenyl)-2-methyl-8-oxo-3-(2,2,2-trifluoro-1-hydroxyethyl)-2,6,7,8-tetrahydropyrrolo[3,4-g]indazol-5-yl)-3-fluoro-5-(trifluoromethyl)benzamide